FC=1C=C(C(=O)NC2COC2)C=C(C1)CN1C(C2=CC=C(C=C2C=C1)N1CCOCC1)=O 3-Fluoro-5-((6-morpholino-1-oxoisoquinolin-2(1H)-yl)methyl)-N-(oxetan-3-yl)benzamide